C(C)SC1=CSC2=C1OC=C2 6-(Ethylsulfanyl)thieno[3,2-b]furan